CC1=C(OC2=C(C=C(C=C2C1=O)C)C(C)NC1=C(C=CC=C1)C=1NOC(N1)=O)C1=CC2=CN(N=C2C=C1)C 3-(2-((1-(3,6-dimethyl-2-(2-methyl-2H-indazol-5-yl)-4-oxo-4H-chromen-8-yl)ethyl)amino)phenyl)-1,2,4-oxadiazol-5(2H)-one